FCC(CF)N1N=NC2=C1C=C(C=C2)C=2C=CN1N=C(N=C(C12)OC)N[C@@H]1[C@@H](CN(CC1)CCOC)F 5-(1-(1,3-difluoropropan-2-yl)-1H-benzo[d][1,2,3]triazol-6-yl)-N-((3R,4S)-3-fluoro-1-(2-methoxyethyl)piperidin-4-yl)-4-methoxypyrrolo[2,1-f][1,2,4]triazin-2-amine